3-((E)-2-(5-((E)-3-((2-amino-5-methoxyphenyl)amino)-3-oxoprop-1-en-1-yl)pyridin-2-yl)-1-phenylethenyl)benzamide NC1=C(C=C(C=C1)OC)NC(/C=C/C=1C=CC(=NC1)/C=C(\C1=CC=CC=C1)/C=1C=C(C(=O)N)C=CC1)=O